Butylaminopropionate C(CCC)NC(C(=O)[O-])C